OCCNCC1=C(C=C(C(=C1)Cl)OCC1=C(C(=CC=C1)C1=CC(=C(C=C1)OC)OC)Br)OCC1=CC(=CC=C1)C#N (hydroxyethyl)-2-(3-cyanobenzyloxy)-4-(2-bromo-3-(3,4-dimethoxyphenyl)benzyloxy)-5-chlorobenzylamine